methyl 1-C-[4-chloro-3-(4-ethoxybenzyl)phenyl]-α-D-glucopyranoside ClC1=C(C=C(C=C1)[C@@]1(OC)[C@H](O)[C@@H](O)[C@H](O)[C@H](O1)CO)CC1=CC=C(C=C1)OCC